FC1=C(C(=O)N2CCC(CC2)N2CC(C2)(N2N=CC(=C2)C2=C3C(=NC=C2)NC=C3)CC#N)C=CN=C1C(F)(F)F {1-{1-[3-Fluoro-2-(trifluoromethyl)isonicotinoyl]piperidin-4-yl}-3-[4-(1H-pyrrolo[2,3-b]pyridin-4-yl)-1H-pyrazol-1-yl]azetidin-3-yl}acetonitrile